methylindolizine-6-carboxamide CC=1C=CN2C=C(C=CC12)C(=O)N